FC=1C=C(C=CC1)[C@@H]1N(CCC1)C=1C=CC=2N(N1)C(=CN2)C2=CC=CC(=N2)N2CCN(CC2)C(C#CC=2C=C1CN(C(C1=CC2)=O)C2C(NC(CC2)=O)=O)=O 3-(5-(3-(4-(6-(6-((R)-2-(3-Fluorophenyl)pyrrolidin-1-yl)imidazo[1,2-b]pyridazin-3-yl)pyridin-2-yl)piperazin-1-yl)-3-oxoprop-1-yn-1-yl)-1-oxoisoindolin-2-yl)piperidine-2,6-dione